1-(1,4-dioxaspiro[4.5]decan-8-ylmethyl)-7-(difluoromethyl)-3-methyl-1H-purine-2,6(3h,7h)-dione O1CCOC12CCC(CC2)CN2C(N(C=1N=CN(C1C2=O)C(F)F)C)=O